O1C=CCC1 oxolin